COC(CNC(=O)C1=NC=C(C=C1O)C1=C(C=CC=C1)Cl)=O {[5-(2-Chloro-phenyl)-3-hydroxy-pyridine-2-carbonyl]-amino}-acetic acid methyl ester